ClC1=C(C=2N=C(N=CC2C(=N1)OC)SC)F 7-chloro-8-fluoro-5-methoxy-2-(methylthio)pyrido[4,3-d]pyrimidine